(2R,3S)-3-(5-cyclopropyl-2-fluorophenyl)-3-((R)-1,1-dimethylethylsulfinamido)-2-fluoropropionic acid C1(CC1)C=1C=CC(=C(C1)[C@@H]([C@H](C(=O)O)F)N[S@](=O)C(C)(C)C)F